SC1CCCC2C3C=CC=CC3=C3C=CC=CC3=C12 hexahydromercaptotriphenylene